C12(CC3CC(CC(C1)C3)C2)[N+]2=CN(C3=C2C=CC=C3)CCCC 1-adamantyl-3-butylbenzimidazolium